BrC1=CC(=C(C=C1C)CC(=O)OC)CCCC1=CC(=NC=C1COC1=NC(=CC=C1)Br)Cl Methyl 2-(4-bromo-2-(3-(5-(((6-bromopyridin-2-yl)oxy)methyl)-2-chloropyridin-4-yl)propyl)-5-methylphenyl)acetate